CC1=NC=CC(=C1)C 2,4-dimethylpyridin